N(CC(C)O)(CC(C)O)CC(C)O 1,1',1''-NITRILOTRI-2-PROPANOL